trans-3-[(4-fluorophenoxy)methyl]-4-methyl-2-[6-methyl-3-(1,3-thiazol-2-yl)pyridine-2-carbonyl]-2-azabicyclo[3.1.1]heptane FC1=CC=C(OCC2N(C3CC(C2C)C3)C(=O)C3=NC(=CC=C3C=3SC=CN3)C)C=C1